tetramethyl-1H-3a,7-methanoazulen CC1(C23C=CC(C3=CC1=CC=C2)(C)C)C